N~1~,N~1~-dimethyl-1,2-propanediamine CN(CC(C)N)C